O1[C@H](CCC1)C=1C=C2C(=CC=NC2=CC1)C(=O)OC |r| rac-methyl (R)-6-(tetrahydrofuran-2-yl)quinoline-4-carboxylate